COCCOC1=CC=C2C(=C(C(NC2=N1)=O)C1=NN(C(C1)C1=CC=C(C=C1)C)C(CC)=O)C 7-(2-methoxyethoxy)-4-methyl-3-(1-propionyl-5-(p-tolyl)-4,5-dihydro-1H-pyrazol-3-yl)-1,8-naphthyridin-2(1H)-one